COC1(CCOCC1)C=1N=C2C(=NC1)N=C(S2)NC(OCC)=O ethyl (6-(4-methoxytetrahydro-2H-pyran-4-yl)thiazolo[4,5-b]pyrazin-2-yl)carbamate